(3-fluoro-5-(trifluoromethyl)pyridin-2-yl)-5-hydroxybenzothiazol-2(3H)-one FC=1C(=NC=C(C1)C(F)(F)F)N1C(SC2=C1C=C(C=C2)O)=O